5,6,7-Trimethoxy-N-[(3S)-1-pentylpyrrolidin-3-yl]-1H-indole-2-carboxamide COC=1C=C2C=C(NC2=C(C1OC)OC)C(=O)N[C@@H]1CN(CC1)CCCCC